(R)-tert-butyl (1-(2-((1-((tert-butyldimethylsilyl)oxy)propan-2-yl)(2-((3-chloro-2-fluorobenzyl)amino)-2-oxoethyl)amino)-2-oxoethyl)-3-carbamoyl-1H-indazol-5-yl)carbamate [Si](C)(C)(C(C)(C)C)OC[C@@H](C)N(C(CN1N=C(C2=CC(=CC=C12)NC(OC(C)(C)C)=O)C(N)=O)=O)CC(=O)NCC1=C(C(=CC=C1)Cl)F